C(C)(=O)OC1[C@H](NC(C)=O)[C@@H](OC(C)=O)[C@H](O[C@H]2[C@H](OC(C)=O)[C@@H](OC(C)=O)[C@@H](OC(C)=O)[C@H](O2)COC(C)=O)[C@H](O1)COC(C)=O N-acetyl-D-Lactosamine heptaacetate